methyl (Z)-2-[5-(3-cyclohexylpyrazol-1-yl)-2,3-dimethyl-phenoxy]-3-methoxy-prop-2-enoate C1(CCCCC1)C1=NN(C=C1)C=1C=C(C(=C(O\C(\C(=O)OC)=C/OC)C1)C)C